[3H-].[Ca+2].[3H-] calcium tritide